NC/C(/CN1N=CC=C1C(=O)OC)=C\F methyl (E)-1-(2-(aminomethyl)-3-fluoroallyl)-1H-pyrazole-5-carboxylate